2-Amino-4-[(2-hydroxy-1-oxopropyl)Amino]butanoic acid NC(C(=O)O)CCNC(C(C)O)=O